NC1=C(C=C(C=O)C=C1)OC1=C(C(=CC=C1)Cl)Br 4-amino-3-(2-bromo-3-chlorophenoxy)benzaldehyde